ClC=1C(=C(C=CC1)NC1=C(NC2=C1C(NC[C@H]2C[C@H]2OCCOC2)=O)C2=NC=NC=C2)OC (7R)-3-[(3-chloro-2-methoxyphenyl)amino]-7-[(2R)-1,4-dioxan-2-ylmethyl]-2-(pyrimidin-4-yl)-1h,5h,6h,7h-pyrrolo[3,2-c]Pyridin-4-one